4-chloro-5-((2,4-difluorophenyl)ethynyl)-1H-pyrrolo[2,3-b]pyridine ClC1=C2C(=NC=C1C#CC1=C(C=C(C=C1)F)F)NC=C2